1-(9Z-nonadecenoyl)-2-(6Z,9Z,12Z,15Z-octadecatetraenoyl)-glycero-3-phosphocholine CCCCCCCCC/C=C\CCCCCCCC(=O)OC[C@H](COP(=O)([O-])OCC[N+](C)(C)C)OC(=O)CCCC/C=C\C/C=C\C/C=C\C/C=C\CC